C(#N)C=1C=C(C(=O)OCCCCC)C=CC1 amyl m-cyanobenzoate